N-((4-(cyclopropanesulfonylamino)pyridin-2-yl)methyl)-5-(pyrazolo[1,5-a]pyridin-3-yl)thiazole-2-carboxamide C1(CC1)S(=O)(=O)NC1=CC(=NC=C1)CNC(=O)C=1SC(=CN1)C=1C=NN2C1C=CC=C2